BrC1=C(C#N)C=CC(=N1)C1CC1 2-bromo-6-cyclopropylnicotinonitrile